((2,3-dihydrobenzofuran-6-yl)methyl)-4,4-difluorocyclohexan-1-amine O1CCC2=C1C=C(C=C2)CC2(CCC(CC2)(F)F)N